ClC=1C=C(C=C(C1)Cl)C=1C=CC=2N(C3=CC=CC=C3C2C1)C1=CC=CC=C1 3-(3,5-Dichlorophenyl)-9-phenyl-9H-carbazole